2-((4-(4-chlorobenzyl)piperazin-1-yl)methyl)-6-methoxy-9,9-dimethyl-9,10-dihydroacridine ClC1=CC=C(CN2CCN(CC2)CC2=CC=3C(C4=CC=C(C=C4NC3C=C2)OC)(C)C)C=C1